C(C)N1CCN(CC1)C1CCNCC1 1-ethyl-4-(4-piperidinyl)piperazine